COC(C(C=O)C=1SC=C(C1)C1=CC=CC2=CC=CC=C12)=O (4-(naphthalen-1-yl)thiophen-2-yl)-3-oxopropanoic acid methyl ester